5-nitro-1,2-benzoOxazol-3-one [N+](=O)([O-])C=1C=CC2=C(C(NO2)=O)C1